C(CCCCCCC)C1(C2=CC(=CC=C2C=2C=CC(=CC12)B([O-])[O-])B([O-])[O-])CCCCCCCC 9,9-di-n-octylfluorene-2,7-diboronate